BrC1=CC=C2C(=NC=NC2=C1)N1CCOCC1 4-(7-Bromoquinazolin-4-yl)morpholine